2-(3-{[(2R)-azetidin-2-yl]methoxy}pyridin-4-yl)-3-(3-chloro-2-methoxyanilino)-1,5,6,7-tetrahydro-4H-pyrrolo[3,2-c]pyridin-4-one N1[C@H](CC1)COC=1C=NC=CC1C1=C(C=2C(NCCC2N1)=O)NC1=C(C(=CC=C1)Cl)OC